1-(9,10-dioxo-9,10-dihydroanthracen-2-yl)ethylcyclohexylcarbamate O=C1C2=CC=CC=C2C(C=2C=CC(=CC12)C(C)OC(NC1CCCCC1)=O)=O